ClC=1C=CC2=C(CC(CC=3N2C(=NN3)[C@@H]3CC[C@H](CC3)OC3=NC=CC=C3)NC(CO)=O)C1 N-{8-Chloro-1-[trans-4-(pyridin-2-yloxy)cyclohexyl]-5,6-dihydro-4H-[1,2,4]triazolo[4,3-a][1]benzazepin-5-yl}-2-hydroxyacetamid